N1=C(C=CC=C1)NC(C1=C(C=CC=C1)C(F)(F)F)=O N-(pyridin-2-yl)-2-(trifluoromethyl)benzamide